O[C@@H]([C@@H](C(=O)N)N1C([C@]2(C1)N(CCC2)C(C(C)C)=O)=O)C (2S,3R)-3-hydroxy-2-((S)-5-isobutyryl-1-oxo-2,5-diazaspiro[3.4]octan-2-yl)butanamide